C(C)(C)(C)OC(=O)N1CCC(CC1)N1C(N(C2=C1C=CC(=C2)Br)CC2=NC=C(C=C2)C(=O)NN)=O 4-(5-bromo-3-((5-(hydrazinocarbonyl)pyridin-2-yl)methyl)-2-oxo-2,3-dihydro-1H-benzo[d]imidazol-1-yl)piperidine-1-carboxylic acid tert-butyl ester